acryl-urethane C(=O)(C=C)NC(=O)OCC